Cl.NC(CC(=O)O)CC=1C=C(C=CC1)C1=CC=C(C=C1)OC1=NC=C(C=C1F)C=1N=NNN1 3-amino-4-(4'-((3-fluoro-5-(2H-tetrazol-5-yl)pyridin-2-yl)oxy)-(1,1'-biphenyl)-3-yl)butanoic acid hydrochloride